(R)-7-(2-(1-((6-bromopyrimidin-4-yl)amino)ethyl)-6-cyclopropylimidazo[1,2-a]pyridin-8-yl)-2,5-dimethyl-2,5,7-triazaspiro[3.4]octan-6-one BrC1=CC(=NC=N1)N[C@H](C)C=1N=C2N(C=C(C=C2N2C(N(C3(CN(C3)C)C2)C)=O)C2CC2)C1